7-chloro-1-(cyclopropylmethyl)-1H-pyrrolo[2,3-c]pyridine-2-carbaldehyde ClC=1N=CC=C2C1N(C(=C2)C=O)CC2CC2